FC1=CC=2C3=C([C@H](N(C2C(=C1)NC1=CC(=NC=C1C(CC([2H])([2H])[2H])=O)NC(=O)C1CC1)C)C)N(C(=N3)C)C |r| (R/S)-N-(4-((8-fluoro-2,3,4,5-tetramethyl-4,5-dihydro-3H-imidazo[4,5-c]quinolin-6-yl)amino)-5-(propanoyl-3,3,3-d3)pyridin-2-yl)cyclopropanecarboxamide